(7H-pyrrolo[2,3-d]pyrimidin-4-yl)-3,4-dihydro-2H-1,4-thiazine-6-carboxamide N1=CN=C(C2=C1NC=C2)C2SC(=CNC2)C(=O)N